C(#C)C1=CC(=NC=2N=C(N=CC21)NC2=CC=C(C=C2)N2CCN(CC2)C)N2C(OCC2COC)=O 3-(5-Ethynyl-2-{[4-(4-methylpiperazin-1-yl)phenyl]amino}pyrido[2,3-d]pyrimidin-7-yl)-4-(methoxymethyl)-1,3-oxazolidin-2-one